OC1=C(C(OC2=CC=CC=C12)=O)[C@@H](CC(C)=O)C1=CC=CC=C1 (S)-4-hydroxy-3-(3-oxo-1-phenylbutyl)-2H-chromen-2-one